BrC1=CC=C(C=C1)C(\C=C\C1=CC=C(C=C1)O)=O (E)-1-(4-Bromophenyl)-3-(4-hydroxyphenyl)prop-2-en-1-one